OC1(CC1)C1=NN(C=N1)C1CC2(CN(C2)C(=O)N2CC3(C2)CCN(C3)CC3=CC=C(C=C3)S(=O)(=O)C(F)(F)F)C1 [6-[3-(1-hydroxycyclopropyl)-1,2,4-triazol-1-yl]-2-azaspiro[3.3]heptan-2-yl]-[7-[[4-(trifluoromethylsulfonyl)phenyl]methyl]-2,7-diazaspiro[3.4]octan-2-yl]methanone